2-ethylhexyl alpha-bromohexanoate BrC(C(=O)OCC(CCCC)CC)CCCC